BrC1=NC=CC(=C1F)C(=O)N 2-bromo-3-fluoropyridine-4-carboxamide